NC1=C(C(=CC(=N1)C=1C(=C2[C@@H](N(C(C2=CC1)=O)C1C(NC(CC1)=O)=O)C)F)C)C 3-((S)-5-(6-Amino-4,5-dimethylpyridin-2-yl)-4-fluoro-3-methyl-1-oxoisoindolin-2-yl)piperidin-2,6-dion